N=1C(N=C2N=CN=C2C1)=[Se] purinselon